N-methylmethylmethylamine Hexafluorophosphate F[P-](F)(F)(F)(F)F.CN(C)C